(3,5-dimethylbenzyl)benzo[d]isothiazol-3(2H)-one-1,1-dioxide CC=1C=C(CN2S(C3=C(C2=O)C=CC=C3)(=O)=O)C=C(C1)C